2-amino-N-(3-methylcyclohexyl)acetamide NCC(=O)NC1CC(CCC1)C